NCCCCCCCCC1=CC2=C(N(C(N2C)=O)C2C(NC(CC2)=O)=O)C=C1 3-(5-(8-aminooctyl)-3-methyl-2-oxo-2,3-dihydro-1H-benzo[d]imidazol-1-yl)piperidine-2,6-dione